FC1(C(NC(C2=CC=C(C=C12)OC)=O)O)F 4,4-difluoro-3-hydroxy-6-methoxy-3,4-dihydro-isoquinolin-1(2H)-one